C(C)N1CCN(CC1)C1=CC=C(C=C1)C(/C=C/C1=CC=C(C=C1)/C=C/C(CO)=O)=O (E)-4-[4-[(E)-3-[4-(4-Ethylpiperazin-1-yl)phenyl]-3-oxoprop-1-enyl]phenyl]-1-hydroxybut-3-en-2-one